1-((1H-indol-5-yl)sulfonyl)-N-(2-(trifluoromethyl)phenyl)-1H-pyrrole-3-carboxamide N1C=CC2=CC(=CC=C12)S(=O)(=O)N1C=C(C=C1)C(=O)NC1=C(C=CC=C1)C(F)(F)F